succinic acid triacrylate C(C=C)(=O)O.C(C=C)(=O)O.C(C=C)(=O)O.C(CCC(=O)O)(=O)O